NC=1C(N(C2=CC(=C(C=C2C1C=1C2=CN(N=C2C(=CC1)Cl)C1OCCCC1)OC(C)C)Cl)CC1=CC=C(C=C1)OC)=O 3-amino-7-chloro-4-[7-chloro-2-(oxan-2-yl)indazol-4-yl]-1-[(4-methoxyphenyl)methyl]-6-propan-2-yloxyquinolin-2-one